methyl 2-(4-chloro-1H-pyrazol-1-yl)propanoate ClC=1C=NN(C1)C(C(=O)OC)C